C1CC2=NC1=CC3=CC=C(N3)C=C4CCC(=N4)C=C5C=CC(=C2)N5 bacteriochlorin